ClCC1=CC=CC(=N1)N(C)C 6-(chloromethyl)-N,N-dimethylpyridine-2-amine